3-amino-1-methylaminopropane NCCCNC